COC([C@H](N)CC1=CC=C(C=C1)O)=O D-Tyrosine methyl ester